1,3-dioxoisoindolin-2-yl 3-((((9H-fluoren-9-yl)methoxy)carbonyl) (2-(tert-butoxy)-2-oxoethyl)amino)propanoate C1=CC=CC=2C3=CC=CC=C3C(C12)COC(=O)N(CCC(=O)ON1C(C2=CC=CC=C2C1=O)=O)CC(=O)OC(C)(C)C